ClC=1C=CC(=NC1)C=1OC(=CN1)CNC1=CC=C(C=C1)F N-((2-(5-chloropyridin-2-yl)oxazol-5-yl)methyl)-4-fluoroaniline